FC1(CCN(CC1)C=1C=C(C=C(C1)C)NC1=NC=NC2=CC(=CC(=C12)N1CCC2(CC2)CC1)C(=O)NCCO)F 4-((3-(4,4-Difluoropiperidin-1-yl)-5-methylphenyl)amino)-N-(2-hydroxyethyl)-5-(6-azaspiro[2.5]octan-6-yl)quinazoline-7-carboxamide